3-(2,6-difluoro-3-hydroxyphenyl)-3,4-dihydroquinazolin-2(1H)-one FC1=C(C(=CC=C1O)F)N1C(NC2=CC=CC=C2C1)=O